COC(=O)C1=CSC=2N=CNC21.ClC2=NC(=NC(=N2)NCC2=CC(=CC=C2)F)N(CCO)CCO N-(4-chloro-6-(3-fluorobenzylamino)-1,3,5-triazin-2-yl)diethanolamine methyl-1H-thieno[2,3-d]imidazole-6-carboxylate